hexamethylenebisstearic acid C(CCCCCCCCCCCCCCCCCCCCCCCCCCCCCCCCCCCCCCCCC(=O)O)(=O)O